OC1=C(C=C(C=C1OC)CCC)CC1=C(C(=CC(=C1)CCC)OC)O 2-[(2-hydroxy-3-methoxy-5-propylphenyl)methyl]-6-methoxy-4-propylphenol